IC1=CC=C(C=C1)N1CCN(CC1)C(=O)C1=CC=C(C=C1)S(=O)(=O)N1N=C(N=C1)C1=CC=CC=C1 (4-(4-iodophenyl)piperazin-1-yl)(4-((3-phenyl-1H-1,2,4-triazol-1-yl)sulfonyl)-phenyl)-methanone